CC=1N=C(SC1C1=CC=C2C(=NNC2=C1)\C=C\C1=NC=CC=C1)NC(=O)NC1=CC(=CC=C1)C(F)(F)F (E)-1-(4-methyl-5-(3-(2-(pyridin-2-yl)vinyl)-1H-indazol-6-yl)thiazole-2-yl)-3-(3-(trifluoromethyl)phenyl)urea